FC=1C=C2C(=NC1)NN=C2C2=NN1C(C(=N2)N[C@@H]2[C@H]([C@@H]3C4CCC4[C@H]2CC3)C(=O)O)=CC=C1COC (1R,6S,7S,8S)-8-((2-(5-fluoro-1H-pyrazolo[3,4-b]pyridin-3-yl)-7-(methoxymethyl)pyrrolo[2,1-f][1,2,4]triazin-4-yl)amino)tricyclo[4.2.2.02,5]decane-7-carboxylic acid